CC(C[C@@]1(C[C@H](N(C1)C(=O)[O-])C(=O)OC)C(=O)OCC)=C 4-ethyl 2-methyl (2S,4S)-4-(2-methylallyl)pyrrolidine-1,2,4-tricarboxylate